COC1=CC=C2C=C(C=NC2=C1)NC1=NC(=NC=C1)NC1=CC(=C(C=C1)OC1CC(C1)N(C)C)OC 4-(7-methoxy-3-quinolylamino)-2-{3-methoxy-4-[(1r,3r)-3-(dimethylamino)cyclobutoxy]phenylamino}pyrimidine